N-[4-methyl-3-(4-pyridin-3-ylpyrimidin-2-ylamino)phenyl]benzamide CC1=C(C=C(C=C1)NC(C1=CC=CC=C1)=O)NC1=NC=CC(=N1)C=1C=NC=CC1